CC1=NNC(=C1CCCO)C 3,5-Dimethyl-1H-pyrazole-4-propanol